C(#N)[C@H](C[C@H]1C(NCC1)=O)NC([C@H](CSC)N1C(=CC2=C(C=CC=C12)OC)C(=O)N)=O ((R)-1-(((S)-1-cyano-2-((S)-2-oxopyrrolidin-3-yl)ethyl)amino)-3-(methylthio)-1-oxopropan-2-yl)-4-methoxy-1H-indole-2-carboxamide